FCCCN1C2COC(C1CO)C2 (5-(3-fluoropropyl)-2-oxa-5-azabicyclo[2.2.1]heptan-6-yl)methanol